1-(4-(4-(4-chloroquinolin-3-yl)benzyl)-3,6-dihydropyridin-1(2H)-yl)propan-1-one ClC1=C(C=NC2=CC=CC=C12)C1=CC=C(CC=2CCN(CC2)C(CC)=O)C=C1